C(CC1=CC=CC=C1)C(C)=O phenethyl-ethanone